2-(bis(4-methoxybenzyl)amino)-3-methylpyridin-4-ylboronic acid COC1=CC=C(CN(C2=NC=CC(=C2C)B(O)O)CC2=CC=C(C=C2)OC)C=C1